The molecule is a CDP-sugar having D-ribulose as the sugar component with the CDP moiety attached at position 5. It is a CDP-sugar and a secondary alpha-hydroxy ketone. It derives from a D-ribulose. It is a conjugate acid of a CDP-D-ribulose(2-). C1=CN(C(=O)N=C1N)[C@H]2[C@@H]([C@@H]([C@H](O2)COP(=O)(O)OP(=O)(O)OC[C@H]([C@H](C(=O)CO)O)O)O)O